N,N-bis-(2-hydroxypropyl)-p-toluidin OC(CN(C1=CC=C(C=C1)C)CC(C)O)C